C(=CCCC)CCCC[SiH](Cl)Cl 4-pentenyl-butyl-dichlorosilane